O1CCN(CC1)C=1SC=2C(=NC(=C(C2)N)N2CCCC2)N1 2-morpholino-5-(pyrrolidin-1-yl)thiazolo[4,5-b]pyridin-6-amine